acetic acid (2R,3R,4R,5S)-3,4,5-triacetoxy-6-[4-bromo-3-(2,3-dihydro-benzo[1,4]dioxin-6-ylmethyl)-phenyl]-tetrahydro-pyran-2-ylmethyl ester C(C)(=O)O[C@@H]1[C@H](OC([C@@H]([C@H]1OC(C)=O)OC(C)=O)C1=CC(=C(C=C1)Br)CC1=CC2=C(OCCO2)C=C1)COC(C)=O